C(C)SC=1N=C2C3=C(CC[C@@H]4CCCCCN24)N=C(C(=C3N1)F)C1=CC(=CC3=CC=C(C(=C13)C#C[Si](C(C)C)(C(C)C)C(C)C)F)OCOC (S)-12-(Ethylthio)-1-fluoro-2-(7-fluoro-3-(methoxymethoxy)-8-((triisopropylsilyl)ethynyl)naphthalen-1-yl)-4,5,5a,6,7,8,9,10-octahydro-3,10a,11,13-tetraazanaphtho[1,8-ab]heptalene